2-(3-(aminomethyl)-1-(1-(cis-4-isopropylcyclohexyl) piperidin-4-yl)-1H-indol-2-yl)ethyl carbamate C(N)(OCCC=1N(C2=CC=CC=C2C1CN)C1CCN(CC1)[C@@H]1CC[C@@H](CC1)C(C)C)=O